3,3''-Dihydroxy-2',5'-dimethoxy-[1,1':4',1''-terphenyl] OC=1C=C(C=CC1)C1=C(C=C(C(=C1)OC)C1=CC(=CC=C1)O)OC